1,2-bis[4-(4-Aminophenoxy)phenyl]ethane 3-Pentyloctyl-8-(heptadec-1-en-7-ylamino)octanoate C(CCCC)C(CCOC(CCCCCCCNC(CCCCC=C)CCCCCCCCCC)=O)CCCCC.NC1=CC=C(OC2=CC=C(C=C2)CCC2=CC=C(C=C2)OC2=CC=C(C=C2)N)C=C1